FC1=C(C=C(C(=C1)Cl)C#N)B1OC(C)(C)C(C)(C)O1 2-fluoro-4-chloro-5-cyanobenzeneboronic acid pinacol ester